CC1=NC(=CC=C1C=1C(=C(C#N)C(=C(C1N1C2=CC=CC=C2C=2C=C(C=CC12)C1=CC=CC=C1)N1C2=C(C3=CC=CC=C13)C=CC=N2)N2C1=CC=CC=C1C=1C=C(C=CC21)C2=CC=CC=C2)N2C1=C(C3=CC=CC=C23)C=CC=N1)C 3-(2,6-dimethylpyridin-3-yl)-4,6-bis(3-phenyl-9H-carbazol-9-yl)-2,5-bis(9H-pyrido[2,3-b]indol-9-yl)benzonitrile